CN1C(=CC=C1)CNCC1C(CC(C1)C1=NN=CN1C)O 2-((((1-methyl-1H-pyrrol-2-yl)methyl)amino)methyl)-4-(4-methyl-4H-1,2,4-triazol-3-yl)cyclopentan-1-ol